C1C(CC12CCNCC2)OC2=CC(=C(C(=C2)F)C=2C(=NC=1N(C2N[C@H](C)C(C)C)N=CN1)Cl)F (R)-6-(4-((7-azaspiro[3.5]nonan-2-yl)oxy)-2,6-difluorophenyl)-5-chloro-N-(3-methylbutan-2-yl)-[1,2,4]triazolo[1,5-a]pyrimidin-7-amine